NC1=NC=CC=C1C1=NC=2C(=NC(=CC2C)N2N=CC=C2)N1C=1C=C2CC[C@@H](C2=CC1)NC(C1=CC(=C(C=C1)OCC1=CC=CC=C1)C(=O)[2H])=O (S)-N-(5-(2-(2-aminopyridin-3-yl)-7-methyl-5-(1H-pyrazol-1-yl)-3H-imidazo[4,5-b]pyridin-3-yl)-2,3-dihydro-1H-inden-1-yl)-4-(benzyloxy)-3-(formyl-d)benzamide